3-[(2-fluoro-4-iodophenyl)amino]Pyridine-4-carboxylic acid FC1=C(C=CC(=C1)I)NC=1C=NC=CC1C(=O)O